[Si](C)(C)(C(C)(C)C)OC[C@@H](C)O (2R)-1-[tert-butyl(dimethyl)silyl]oxypropan-2-ol